isopentyl-boric acid C(CC(C)C)OB(O)O